NCC1=CC2=C(N(C(=N2)CN2C(C3(C=4C2=CN=CC4)CC3)=O)CCCC(C)C)C=C1 1'-((5-(aminomethyl)-1-(4-methylpentyl)-1H-benzo[d]imidazol-2-yl)methyl)spiro[cyclopropane-1,3'-pyrrolo[2,3-c]pyridine]-2'(1'H)-one